CC1(OCC(O1)C(OCCCN(C)C)C1OC(OC1)(C)C)C 3-(bis(2,2-dimethyl-1,3-dioxolan-4-yl)methoxy)-N,N-dimethylpropan-1-amine